(1R,2S)-2-(((2,4-dimethylpyrimidin-5-yl)oxy)methyl)-2-(3-fluorophenyl)-N-(5-fluoropyridin-2-yl)cyclopropane-1-carboxamide CC1=NC=C(C(=N1)C)OC[C@@]1([C@@H](C1)C(=O)NC1=NC=C(C=C1)F)C1=CC(=CC=C1)F